ClC1=CC(=C(S1)C1=CC=C(C(=N1)C)O[C@@H]1C[C@H](CCC1)C(=O)OC)COC(N(C)[C@H](C)C1CC1)=O methyl (1S,3S)-3-((6-(5-chloro-3-(((((R)-1-cyclopropylethyl)(methyl)carbamoyl)oxy)methyl) thiophen-2-yl)-2-methylpyridin-3-yl)oxy)cyclohexane-1-carboxylate